N[C@H](C(=O)O)CC1=CC=C(C=C1)C1=CC=C(C=C1)NS(=O)(=O)C (S)-2-amino-3-(4'-(methylsulfonamido)-[1,1'-biphenyl]-4-yl)propanoic acid